BrC1=C(C=C(C=C1)C=1OC(=CN1)C)OCOC 2-(4-bromo-3-(methoxymethoxy)phenyl)-5-methyloxazole